C(C)(=O)OC[C@H]1O[C@@H]([C@H]([C@H]([C@@H]1OC(C)=O)OC(C)=O)OC(C)=O)CCCC1=CC=C(C=C1)CCC[C@H]1O[C@@H]([C@H]([C@@H]([C@@H]1OC(C)=O)OC(C)=O)OC(C)=O)COC(C)=O [(2R,3R,4R,5R,6R)-3,4,5-Triacetoxy-6-[3-[4-[3-[(2R,3R,4R,5R,6R)-3,4,5-triacetoxy-6-(acetoxymethyl)tetrahydropyran-2-yl]propyl]phenyl]propyl]tetrahydropyran-2-yl]methyl acetate